5-(2-amino-[1,2,4]triazolo[1,5-a]pyridin-7-yl)-2-methoxy-N-(2-(pyrrolidine-1-carbonyl)benzyl)nicotinamide NC1=NN2C(C=C(C=C2)C=2C=NC(=C(C(=O)NCC3=C(C=CC=C3)C(=O)N3CCCC3)C2)OC)=N1